C(CC(C(CCCCCCCCCCCCCC)O)O)O octadecane-1,3,4-triol